S1N=CC2=C1C=CC(=C2)C2=CC=C(C=C2)C(N(C(=O)C2CCCCC2)C=2C=C(C=CC2)/C=C/C(=O)OC)[2H] methyl (E)-3-(3-(N-((4-(benzo[d]isothiazol-5-yl)phenyl)methyl-d)cyclohexanecarboxamido)phenyl)acrylate